(1H)-pyrimidine-4-carbonitrile N1CN=C(C=C1)C#N